tert-butyl N-[(3R)-7-[(2,2-dimethylpropanoylamino)carbamoyl]-4-oxo-5-[[4-(trifluoromethoxy)phenyl]methyl]-2,3-dihydro-1,5-benzothiazepin-3-yl]carbamate CC(C(=O)NNC(=O)C=1C=CC2=C(N(C([C@H](CS2)NC(OC(C)(C)C)=O)=O)CC2=CC=C(C=C2)OC(F)(F)F)C1)(C)C